FC=1C2=C(C(=NC1)C)CC(C2)CCNCC2(CN(C(O2)=O)C=2C=CC=1OCC(NC1N2)=O)CCO 6-[5-[[2-(4-fluoro-1-methyl-6,7-dihydro-5H-cyclopenta[c]pyridin-6-yl)ethylamino]methyl]-5-(2-hydroxyethyl)-2-oxo-1,3-oxazolidin-3-yl]-4H-pyrido[3,2-b][1,4]oxazin-3-one